CC1=CC(=CC(=N1)N1[C@@H](CC2=CC=CC=C12)C=1N(C=CN1)C=1C=C(C=CC1)C)C(F)(F)F (S)-1-[6-methyl-4-(trifluoromethyl)-2-pyridyl]-2-[1-(m-tolyl)imidazol-2-yl]indoline